N[C@H]1CN(CCC1)C1=NC=2N(C(N(C(C2N1CC#CC)=O)CC1=NC2=CC=CC=C2C(=N1)C)=O)C 8-[(3R)-3-amino-1-piperidinyl]-7-(2-butynyl)-3,7-dihydro-3-methyl-1-[(4-methyl-2-quinazolinyl)methyl]-1H-purine-2,6-dione